P(=O)(OC)(OC1C(N(/C(/S1)=N/N=C/1\SC(C(N1CC(=C)C)=O)C)C)=O)[O-] methyl [(2Z)-3-methyl-2-[(Z)-[5-methyl-3-(2-methylprop-2-enyl)-4-oxo-1,3-thiazolidin-2-ylidene]hydrazinylidene]-4-oxo-1,3-thiazolidin-5-yl] phosphate